IC1=CC=C(CN(C(CCCCNC(CN2CCN(CCN(CCN(CC2)CC(OC(C)(C)C)=O)CC(OC(C)(C)C)=O)CC(=O)OC(C)(C)C)=O)=O)CCCC[C@H](NC(N[C@@H](CCC(=O)OC(C)(C)C)C(=O)OC(C)(C)C)=O)C(=O)OC(C)(C)C)C=C1 Tri-tert-butyl (14S,18S)-9-(4-iodobenzyl)-2,8,16-trioxo-1-(4,7,10-tris(2-(tert-butoxy)-2-oxoethyl)-1,4,7,10-tetraazacyclododecan-1-yl)-3,9,15,17-tetraazaicosane-14,18,20-tricarboxylate